ClC1=C(C=CC2=C1C(=NCCN2C)C2=C(C=CC(=C2)O)F)C(F)(F)F 6-Chloro-5-(2-fluoro-5-hydroxy-phenyl)-1-methyl-7-(trifluoromethyl)-3H-1,4-benzodiazepine